(2-(2-((6-chlorohexyl)oxy)ethoxy)ethyl)acetamide ClCCCCCCOCCOCCCC(=O)N